C[C@](CO)([C@@H](COP(=O)([O-])OP(=O)([O-])OC[C@@H]1[C@H]([C@H]([C@@H](O1)N2C=CC(=NC2=O)N)O)O)O)OP(=O)([O-])[O-] The molecule is tetraanion of 4-CDP-2-C-methyl-D-erythritol 2-phosphate arising from deprotonation of phosphate and diphosphate groups; major species at pH 7.3. It is a conjugate base of a 4-CDP-2-C-methyl-D-erythritol 2-phosphate.